5-ethyl-4-(8-fluoro-2-(((4aS,7aR)-1-methyloctahydro-4aH-cyclopenta[b]pyridin-4a-yl)methoxy)-4-morpholinoquinazolin-7-yl)naphthalen-2-ol C(C)C1=C2C(=CC(=CC2=CC=C1)O)C1=CC=C2C(=NC(=NC2=C1F)OC[C@]12[C@H](N(CCC1)C)CCC2)N2CCOCC2